(2R,3R,11bR)-9-Cyclopropoxy-3-(2,2-dimethylpropyl)-10-methoxy-1H,2H,3H,4H,6H,7H,11bH-pyrido[2,1-a]isochinolin-2-ol C1(CC1)OC=1C=C2CCN3[C@@H](C2=CC1OC)C[C@H]([C@@H](C3)CC(C)(C)C)O